4-benzyl-2-methyl-7-nitro-2H-1,4-benzoxazin-3-one C(C1=CC=CC=C1)N1C(C(OC2=C1C=CC(=C2)[N+](=O)[O-])C)=O